FC=1C=C2C(=C(C=NC2=CC1)C(=O)N1CC2(C1)CC(C2)O)C2=CC=C(C=C2)C2(CC2)C#N 1-(4-(6-Fluoro-3-(6-hydroxy-2-azaspiro[3.3]heptane-2-carbonyl)quinolin-4-yl)phenyl)cyclopropane-1-carbonitrile